CS(=O)(=O)O.[C@H]12N[C@@H](C[C@@H]2C1)C(=O)N (1S,3S,5S)-2-azabicyclo[3.1.0]hexane-3-carboxamide methanesulfonate